C(C)OC1=CC=CC(=N1)C1=CC(=C(C(=C1)F)N1CCC(CC1)CC(=O)O)F 2-[1-[4-(6-ethoxy-2-pyridyl)-2,6-difluoro-phenyl]-4-piperidyl]acetic acid